4-hydroxy-3-nitro-5-[3-(trifluoromethyl)phenyl]benzonitrile OC1=C(C=C(C#N)C=C1C1=CC(=CC=C1)C(F)(F)F)[N+](=O)[O-]